vinyl-format C(=C)C(=O)[O-]